BrC=1C=C2C(=CNC2=CC1)N1CCN(CC1)C(=O)OC(C)(C)C tert-Butyl 4-(5-bromo-1H-indol-3-yl)piperazine-1-carboxylate